1-[1-[4-(difluoromethyl)phenyl]-4-isopropyl-pyrazol-3-yl]piperazine FC(C1=CC=C(C=C1)N1N=C(C(=C1)C(C)C)N1CCNCC1)F